(2S,4R)-1-(2-(3-acetyl-5-(2-ethylpyrimidin-5-yl)-1H-indazol-1-yl)acetyl)-N-(6-bromopyridin-2-yl)-4-fluoropyrrolidine-2-carboxamide C(C)(=O)C1=NN(C2=CC=C(C=C12)C=1C=NC(=NC1)CC)CC(=O)N1[C@@H](C[C@H](C1)F)C(=O)NC1=NC(=CC=C1)Br